2-(naphthalen-1-ylmethyl)-5-(4,4,5,5-tetramethyl-1,3,2-dioxaborolan-2-yl)pyrimidine C1(=CC=CC2=CC=CC=C12)CC1=NC=C(C=N1)B1OC(C(O1)(C)C)(C)C